(17β)-3-(benzyloxy)-estra-1,3,5(10),15-tetraen-17-ol C(C1=CC=CC=C1)OC1=CC=2CC[C@H]3[C@@H]4C=C[C@@H]([C@@]4(C)CC[C@@H]3C2C=C1)O